S1C(=CC=CC=C1)N thiepinamine